ethyl 2-[(3-chloro-5-fluoropyridin-2-yl)methyl]-8-methyl-4,5-dihydro-2H-furo[2,3-g]indazole-7-carboxylate ClC=1C(=NC=C(C1)F)CN1N=C2C3=C(CCC2=C1)OC(=C3C)C(=O)OCC